N-((S)-(4-(tert-butyl)phenyl)((R)-2'-iodo-6,6'-dimethyl-[1,1'-biphenyl]-2-yl)-λ4-sulfaneylidene)-4-cyanobenzamide C(C)(C)(C)C1=CC=C(C=C1)[S@](=NC(C1=CC=C(C=C1)C#N)=O)C1=C(C(=CC=C1)C)C1=C(C=CC=C1C)I